C12OCCC2CC1NC(=O)C1=CN=C2N1N=C(C=C2NC)NC=2C(N(C=CC2)C2=NN(C=C2)C)=O trans-N-(2-oxabicyclo[3.2.0]heptan-7-yl)-6-((1-(1-methyl-1H-pyrazol-3-yl)-2-oxo-1,2-dihydropyridin-3-yl)amino)-8-(methylamino)imidazo[1,2-b]pyridazine-3-carboxamide